N-[1-(3-cyanophenyl)-5-[(1S)-1-methoxyethyl]-1H-pyrazol-4-yl]carbamic acid tert-butyl ester C(C)(C)(C)OC(NC=1C=NN(C1[C@H](C)OC)C1=CC(=CC=C1)C#N)=O